COC(C\C=C\C1=C(C=NN1C)NC(=O)OC(C)(C)C)=O (E)-4-(4-((tert-butoxycarbonyl)amino)-1-methyl-1H-pyrazol-5-yl)but-3-enoic acid methyl ester